CN1N=CC(=C1)C1NC2=CC=CC=C2CC1 2-(1-methyl-1H-pyrazol-4-yl)-1,2,3,4-tetrahydroquinoline